C(CCC)N(CCCC)[Si](CC)(CC)N(CCCC)CCCC bis(dibutylamino)diethylsilane